C(CC=C)C1OC=2C=C(C=CC2C=2N=C(SC21)N)C(F)(F)F 4-(but-3-en-1-yl)-7-(trifluoromethyl)-4H-chromeno[4,3-d]thiazol-2-amine